3-methyl-4-[3-(pyridazin-3-ylmethyl)imidazo[4,5-b]pyridin-2-yl]-1,2,5-oxadiazole CC1=NON=C1C1=NC=2C(=NC=CC2)N1CC=1N=NC=CC1